C(C)(=O)OCOC=1C(=NC=CC1OC)C(=O)N[C@H](C(=O)O[C@@H](C)C1(CC1)C1=CC=CC2=CC=CC=C12)C [(1S)-1-[1-(1-naphthyl)cyclopropyl]ethyl] (2S)-2-[[3-(acetoxymethoxy)-4-methoxy-pyridine-2-carbonyl] amino]propanoate